(R)-3-((tert-Butyldiphenylsilyl)oxy)-2,2-difluoro-N-(1-(5-methoxy-1H-indol-3-yl)propan-2-yl)propan-1-amine [Si](C1=CC=CC=C1)(C1=CC=CC=C1)(C(C)(C)C)OCC(CN[C@@H](CC1=CNC2=CC=C(C=C12)OC)C)(F)F